O1C(CCCC1)O[C@@H](C)C=1N(C=CN1)CC1=NOC(=C1)C1=CC=C(C=C1)C#CC=1C=CC(=NC1)CN1CC(C1)CC(=O)OC Methyl 2-(1-((5-((4-(3-((2-((1S)-1-((tetrahydro-2H-pyran-2-yl)oxy)ethyl)-1H-imidazol-1-yl)methyl)isoxazol-5-yl)phenyl)ethynyl)pyridin-2-yl)methyl)azetidin-3-yl)acetate